N-(tert-butyl)-5-(5''-(ethylsulfonamido)dispiro[cyclopropane-1,1'-cyclohexane-4',3''-indoline]-1''-carbonyl)-2-fluorobenzenesulfonamide C(C)(C)(C)NS(=O)(=O)C1=C(C=CC(=C1)C(=O)N1CC2(C3=CC(=CC=C13)NS(=O)(=O)CC)CCC1(CC2)CC1)F